N-Methyl-Azacyclopentyltryptamine CN(CCC1=CNC2=CC=CC=C12)N1CCCC1